NC[C@H](CC1=CC=CC=C1)NC([C@H](CC=1SC(=C(N1)C)C1=CC=C(C=C1)F)NC(CC)=O)=O (S)-N-((S)-1-amino-3-phenylpropan-2-yl)-3-(5-(4-fluorophenyl)-4-methylthiazol-2-yl)-2-propionamidopropionamide